C1(CCC1)OC=1C=C(C=CC1)N1N=C(C=C1CC1=CC=C(C=C1)F)NC1=C(C(=O)[O-])C=C(C=N1)C=1SC=CC1 2-((1-(3-cyclobutyloxyphenyl)-5-(4-fluorobenzyl)-1H-pyrazol-3-yl)amino)-5-(thiophen-2-yl)nicotinate